COC(=O)C1C(CC2(C=C(C3=C(C=CC=C23)Cl)C(F)(F)F)CC1)=O 4'-chloro-3-oxo-3'-(trifluoromethyl)spiro[cyclohexane-1,1'-indene]-4-carboxylic acid methyl ester